1-(2,2-difluoro-1,3-benzodioxol-5-yl)ethanol FC1(OC2=C(O1)C=CC(=C2)C(C)O)F